tert-butyl(4-(2-((6-(5-cyano-1-(tetrahydro-2H-pyran-2-yl)-1H-pyrazol-4-yl)-1-(tetrahydro-2H-pyran-2-yl)-1H-indazol-4-yl)oxy)ethoxy)butyl)carbamate C(C)(C)(C)OC(NCCCCOCCOC1=C2C=NN(C2=CC(=C1)C=1C=NN(C1C#N)C1OCCCC1)C1OCCCC1)=O